methyl (3S)-3-(6-chloro-4-(4-cyano-2,6-dimethylphenyl)pyridin-2-yl)-3-(2-(5-(2-(dimethylamino)ethyl)-2-oxo-4-(trifluoromethyl)pyridin-1(2H)-yl)-4-methylpentanamido)propanoate ClC1=CC(=CC(=N1)[C@H](CC(=O)OC)NC(C(CC(C)C)N1C(C=C(C(=C1)CCN(C)C)C(F)(F)F)=O)=O)C1=C(C=C(C=C1C)C#N)C